2-(2,2-dimethyl-propyl)-5-hydroxy-2,3-dihydro-isoindol-1-one CC(CN1C(C2=CC=C(C=C2C1)O)=O)(C)C